8-[1-(2,2-difluoroethyl)-1H-pyrazolo[3,4-b]pyrazin-6-yl]-2-{[2-(trifluoromethyl)pyridin-3-yl]oxy}-8-azaspiro[4.5]decane FC(CN1N=CC=2C1=NC(=CN2)N2CCC1(CCC(C1)OC=1C(=NC=CC1)C(F)(F)F)CC2)F